O=C1C(=C2C(=NN1)C(CC2)N2C[C@H](OCC2)C(=O)N2CCN(CC2)C2=NC=C(C#N)C=C2)C(F)(F)F 6-(4-((2S)-4-(3-oxo-4-(trifluoromethyl)-3,5,6,7-tetrahydro-2H-cyclopenta[c]pyridazin-7-yl)morpholine-2-carbonyl)piperazin-1-yl)nicotinonitrile